dichloro[1,3-bis(2,4,6-trimethylphenyl)-2-imidazolidinylidene](benzylidene)(tricyclohexylphosphine) ClC1C(C(C(CC1)(P(C1CCCCC1)C1CCCCC1)Cl)=CC1=CC=CC=C1)=C1N(CCN1C1=C(C=C(C=C1C)C)C)C1=C(C=C(C=C1C)C)C